COC1=C(C(=C(C(=C1F)F)B(F)C1=C(C(=C(C(=C1F)F)OC)F)F)F)F bis(4-methoxy-2,3,5,6-tetrafluorophenyl)fluoroborane